2-(4-((3,5-difluorophenyl)sulfonyl)piperazine-1-carbonyl)phenylacetate FC=1C=C(C=C(C1)F)S(=O)(=O)N1CCN(CC1)C(=O)C1=C(C=CC=C1)CC(=O)[O-]